C(C)OC(=O)C1(CCN(CC1)C1=NC=C(C=N1)OCC1=CC=C(C=C1)F)F 4-fluoro-1-(5-((4-fluorobenzyl)oxy)pyrimidin-2-yl)piperidine-4-carboxylic acid ethyl ester